C(CCC)SCCCC Di(n-butyl)sulfide